C1(CC1)C1=CNC=2N=CN=C(C21)N2C[C@H](N(CC2)C(=O)OC(C)(C)C)C tert-Butyl (R)-4-(5-cyclopropyl-7H-pyrrolo[2,3-d]pyrimidin-4-yl)-2-methylpiperazine-1-carboxylate